(3-aminopropyl)(trimethoxy)silane NCCC[Si](OC)(OC)OC